FC1(CN(CC[C@@H]1NC)C1=CC=CC(=N1)C1=NC2=CC(=NC=C2C=C1)CNC(C1=CC(=C(C=C1)C)S(=O)(=O)C)=O)F (S)-N-((2-(6-(3,3-difluoro-4-(methylamino)piperidin-1-yl)pyridin-2-yl)-1,6-naphthyridin-7-yl)methyl)-4-methyl-3-(methylsulfonyl)benzamide